N[C@H](CCC(=O)O)C(=O)N1CCN(CC1)C(C1=C(C=C(C=C1)NC=1C=2N(C=CN1)C(=CN2)C2=CC=C(C=C2)OC(F)F)C)=O (4R)-4-amino-5-[4-[4-[[3-[4-(difluoromethoxy)phenyl]imidazo[1,2-a]pyrazin-8-yl]amino]-2-methylbenzoyl]piperazin-1-yl]-5-oxopentanoic acid